ICCCC1=C2CN(C(C2=CC=C1)=O)N1C(NC(CC1)=O)=O 1-(4-(3-iodopropyl)-1-oxoisoindolin-2-yl)dihydropyrimidine-2,4(1H,3H)-dione